ClC1=C(C(=C(C(=C1C=O)Cl)C=O)Cl)C=O 2,4,6-trichloro-1,3,5-benzenetricarboxaldehyde